1,3-diglycidyl-5,5-diethylbarbituric acid C(C1CO1)N1C(=O)N(C(=O)C(C1=O)(CC)CC)CC1CO1